Tert-butyl 4-(1-(2,6-bis(benzyloxy)pyridin-3-yl)-3-methyl-2-oxo-2,3-dihydro-1H-benzo[d]imidazol-5-yl)-5,6-dihydropyridine-1(2H)-carboxylate C(C1=CC=CC=C1)OC1=NC(=CC=C1N1C(N(C2=C1C=CC(=C2)C2=CCN(CC2)C(=O)OC(C)(C)C)C)=O)OCC2=CC=CC=C2